1-(2-methoxyethyl)-6-vinyl-benzimidazole COCCN1C=NC2=C1C=C(C=C2)C=C